ethyl 15-chloro-9-(methoxymethyl)-2,4,8,10,11-pentaazatetracyclo[11.4.0.02,6.08,12]-heptadeca-1(17),3,5,9,11,13,15-heptaene-5-carboxylate ClC=1C=C2C3=NN=C(N3CC3=C(N=CN3C2=CC1)C(=O)OCC)COC